BrC1=CC2=C(N(C(N2C)=O)C2CCN(CC2)C)C=C1 5-bromo-3-methyl-1-(1-methylpiperidin-4-yl)-1,3-dihydro-2H-benzo[d]imidazol-2-one